C12CNCC(CCC1)[NH2+]2 3-Aza-9-azoniabicyclo[3.3.1]nonane